N,N,N,N-Tetrabutylammonium bromid [Br-].C(CCC)[N+](CCCC)(CCCC)CCCC